(2-fluoro-6-(4H-1,2,4-triazol-3-yl)phenyl)methanone FC1=C(C(=CC=C1)C1=NN=CN1)C=O